N-[5-[4-[[(2S,3S)-1,3-dimethylazetidin-2-yl]methoxy]-2-methyl-pyrazol-3-yl]pyrazolo[1,5-a]pyridin-2-yl]cyclopropanecarboxamide CN1[C@@H]([C@H](C1)C)COC1=C(N(N=C1)C)C1=CC=2N(C=C1)N=C(C2)NC(=O)C2CC2